5-[[5-[2-methoxy-6-[cis-3-aminocyclohexoxy]phenyl]-1H-pyrazol-3-yl]amino]pyrazine-2-carbonitrile COC1=C(C(=CC=C1)O[C@@H]1C[C@@H](CCC1)N)C1=CC(=NN1)NC=1N=CC(=NC1)C#N